C(C)(C)(C)OC(N(C)CC1=CC=CC=C1)=O benzyl-(methyl)carbamic acid tert-butyl ester